C(C)(C)(C)OC(=O)N1CC(=CC1)C=1C=NC=C(C1)N 3-(5-Aminopyridin-3-yl)-2,5-dihydro-1H-pyrrole-1-carboxylic acid tert-butyl ester